5-[5-(1H-Imidazol-1-yl)pyrazin-2-yl]-N-methyl-N-(2,2,6,6-tetramethylpiperidin-4-yl)[1,3]thiazolo[5,4-d][1,3]thiazol-2-amin Hydrochlorid Cl.N1(C=NC=C1)C=1N=CC(=NC1)C=1SC2=C(N1)SC(=N2)N(C2CC(NC(C2)(C)C)(C)C)C